NC1=CC(=C(C(=O)O)C=C1)N=[N+]=[N-] para-aminoazidobenzoic acid